Cl.C(C)(=N)N Acetamidine Hydrochloride